5-isopropyl-2-(2-methoxypyridin-3-yl)-1H-pyrrole-3-carboxylic acid C(C)(C)C1=CC(=C(N1)C=1C(=NC=CC1)OC)C(=O)O